3-(2-chlorophenyl)-N-[(1R,3S)-3-{[2-(trifluoromethyl)quinolin-4-yl]amino}cyclohexyl]-1H-pyrazole-5-carboxamide ClC1=C(C=CC=C1)C1=NNC(=C1)C(=O)N[C@H]1C[C@H](CCC1)NC1=CC(=NC2=CC=CC=C12)C(F)(F)F